O(C1=CC=CC=C1)C=1C=C(CN2CCN(CC2)C(=O)N2N=C(C=C2)C(=O)O)C=CC1 1-(4-(3-phenoxybenzyl)piperazine-1-carbonyl)-1H-pyrazole-3-carboxylic acid